2-([1-[(2,6-Dimethoxyphenyl)methyl]-5-[3-(2-methylpropoxy)phenyl]1H-pyrazol-3-yl]methoxy)-2-methylpropanoic acid COC1=C(C(=CC=C1)OC)CN1N=C(C=C1C1=CC(=CC=C1)OCC(C)C)COC(C(=O)O)(C)C